NC1=CC=C(C=C1)C(C(=O)O)CC 2-(4-aminophenyl)butanoic acid